FC1=C(C=C(C(=C1)OC)OCC1=C(C=CC=2N=CSC21)F)N2C(NC=1C(C2=O)=C(SC1)C(=O)O)=O 3-{2-fluoro-5-[(6-fluoro-1,3-benzothiazol-7-yl)methoxy]-4-methoxyphenyl}-2,4-dioxo-1H-thieno[3,4-d]pyrimidine-5-carboxylic acid